C(C)(C)(C)OC(NC1CC(C1)N)=O.CN(C1=CC=C(C=C1)C#C)C p-(dimethylamino)phenyl-acetylene tert-butyl-(1r,3r)-3-aminocyclobutylcarbamate